2-(2-chloro-5-methylphenyl)-3,5-difluoropyridine ClC1=C(C=C(C=C1)C)C1=NC=C(C=C1F)F